ClC=1C=C(OCC(=O)N[C@H]2CC[C@@H](N(C2)C(=O)OC(C)(C)C)C=2OC(=NN2)C2CC(C2)OC(F)(F)F)C=CC1Cl tert-butyl (2R,5S)-5-[2-(3,4-dichlorophenoxy)acetamido]-2-{5-[(1s,3s)-3-(trifluoromethoxy)cyclobutyl]-1,3,4-oxadiazol-2-yl}piperidine-1-carboxylate